9-anthracenyl-diazomethane C1=CC=CC2=CC3=CC=CC=C3C(=C12)C=[N+]=[N-]